OC(C=1C=NSC1C(=O)O)C1=CC=C(C=C1)C(F)(F)F 4-(hydroxy(4-(trifluoromethyl)phenyl)methyl)isothiazole-5-carboxylic acid